methyl (2R,3S)-2-amino-3-hydroxybutanoate hydrochloride Cl.N[C@@H](C(=O)OC)[C@H](C)O